6-(5-methylpyrazin-2-yl)indolin-2-one CC=1N=CC(=NC1)C1=CC=C2CC(NC2=C1)=O